(1H-pyrrol-3-yl)(4-(5-(trifluoromethyl)pyrimidin-2-yl)piperazin-1-yl)methanone N1C=C(C=C1)C(=O)N1CCN(CC1)C1=NC=C(C=N1)C(F)(F)F